N-((1s,3s)-3-((5-([1,2,4]triazolo[4,3-a]pyridin-6-yl)-7H-pyrrolo[2,3-d]pyrimidin-2-yl)amino)-1-methylcyclobutyl)acetamide N=1N=CN2C1C=CC(=C2)C2=CNC=1N=C(N=CC12)NC1CC(C1)(C)NC(C)=O